ClC1=NC=2CCC(CC2C=N1)(C)C 2-chloro-6,6-dimethyl-5,6,7,8-tetrahydroquinazoline